[N+](=O)([O-])C1=CC=C(S1)C(=O)NC1=C2C(=NC(=N1)SC1=CC=CC=C1)N(N=C2)C2=CC=CC=C2 5-Nitro-N-(1-phenyl-6-(phenylsulfanyl)-1H-pyrazolo[3,4-d]pyrimidin-4-yl)thiophene-2-carboxamide